sodium cobalt Fumarate C(\C=C\C(=O)[O-])(=O)[O-].[Co+2].[Na+]